ClC=1SC=CC1C1=NC(=C2N=CN(C2=N1)[C@H]1[C@@H]([C@@H]([C@H](O1)C(=O)NCC)O)O)NC (2s,3s,4r,5r)-5-(2-(2-chlorothien-3-yl)-6-(methylamino)-9H-purin-9-yl)-N-ethyl-3,4-dihydroxytetrahydrofuran-2-carboxamide